(S)-(3-(difluoromethyl)-1-methyl-1H-1,2,4-triazol-5-yl)(4-(6-(trifluoromethyl)pyrazolo[1,5-a]pyridin-2-yl)-6,7-dihydro-1H-imidazo[4,5-c]pyridin-5(4H)-yl)methanone FC(C1=NN(C(=N1)C(=O)N1[C@@H](C2=C(CC1)NC=N2)C2=NN1C(C=CC(=C1)C(F)(F)F)=C2)C)F